butylmagnesium C(CCC)[Mg]